N[C@@H](CCC(=O)[O-])C(=O)[O-] GLUTAMAT